ClC=1C(=NC(=NC1)N1CC(C(C(C1)C)(F)F)CCN1CC(C1)(F)F)NC=1C=C2C=C(C(N(C2=CC1)C)=O)OCC(=O)NC 2-[[6-[[5-chloro-2-[3-[2-(3,3-difluoroazetidin-1-yl)ethyl]-4,4-difluoro-5-methyl-1-piperidyl]pyrimidin-4-yl]amino]-1-methyl-2-oxo-3-quinolyl]oxy]-N-methyl-acetamide